N[C@]1([C@@H](CN(CC1)C1=NN2C(S1)=NC=C2C2=C(C=C(C=C2)C)OC)O)C (3r,4r)-4-amino-1-(5-(2-methoxy-4-methylphenyl)imidazo[2,1-b][1,3,4]thiadiazol-2-yl)-4-methylpiperidin-3-ol